Cl.NC(C(=O)N1CCN(CC1)C(=O)NC1=NC(N(C=C1)C1=CC=C(C=C1)CN(CC)C12CCC(CC1)(CC2)N)=O)(C)C 4-(2-Amino-2-methylpropanoyl)-N-(1-(4-(((4-aminobicyclo[2.2.2]octan-1-yl)(ethyl)amino)methyl)phenyl)-2-oxo-1,2-dihydropyrimidin-4-yl)piperazine-1-carboxamide Hydrochloride Salt